C(C)(C)(C)OC(NC1(CC1)COC=1C=C2CC(CC2=C(C1)Cl)C=O)=O N-[1-[(7-chloro-2-formyl-2,3-dihydro-1H-inden-5-yl)oxymethyl]cyclopropyl]carbamic acid tert-butyl ester